4-({2-[2-Cyano-2-(1λ4-thiolan-1-ylidene)acetyl]-5-oxopyrrolidin-1-yl}methyl)benzonitrile C(#N)C(C(=O)C1N(C(CC1)=O)CC1=CC=C(C#N)C=C1)=S1CCCC1